1,3-bis-(3,4-dicarboxyphenoxy)benzene C(=O)(O)C=1C=C(OC2=CC(=CC=C2)OC2=CC(=C(C=C2)C(=O)O)C(=O)O)C=CC1C(=O)O